ClC=1N=C(C2=C(N1)CN(CC2)C(=O)OC(C)(C)C)OCCC2=CNC1=CC(=CC=C21)OC tert-butyl 2-chloro-4-[2-(6-methoxy-1H-indol-3-yl) ethoxy]-5H,6H,7H,8H-pyrido[3,4-d]pyrimidine-7-carboxylate